ClC=1C=C2C(C(NC2=C(C1)C)=O)=O 5-chloro-7-methylindole-2,3-dione